4,4-bis-(methoxymethyl)-1-phenyl-3,4-dihydronaphthalene COCC1(CC=C(C2=CC=CC=C12)C1=CC=CC=C1)COC